ClC1=NN2C(N=CC(=C2[C@H](C)OC)NC(NC=2C=C(C(=NC2)C(=O)NOCCC#C)C(F)(F)F)=O)=C1 (S)-5-(3-(2-chloro-7-(1-methoxyethyl)pyrazolo[1,5-a]pyrimidin-6-yl)ureido)-3-(trifluoromethyl)-N-(propargylmethoxy)pyridineamide